The molecule is a biflavonoid that is apigenin substituted by a 4-(5,7-dihydroxy-4-oxo-4H-chromen-2-yl)phenoxy group at position 6. A diflavonyl ether, it is isolated from Rhus succedanea and has been found to possess significant cytotoxic potential. It has a role as a neuroprotective agent, an antineoplastic agent and a metabolite. It is a biflavonoid, an aromatic ether and a hydroxyflavone. It derives from an apigenin. C1=CC(=CC=C1C2=CC(=O)C3=C(O2)C=C(C(=C3O)OC4=CC=C(C=C4)C5=CC(=O)C6=C(C=C(C=C6O5)O)O)O)O